5-imidazole-amide N1C=NC=C1C(=O)N